3-(difluoromethyl)-N-(5-(2-((2S,6R)-2,6-dimethylmorpholino)pyrimidin-5-yl)-4-fluoro-2-((3S,5R)-3,4,5-trimethylpiperazin-1-yl)phenyl)-5-fluoropyridinamide FC(C=1C(=NC=C(C1)F)C(=O)NC1=C(C=C(C(=C1)C=1C=NC(=NC1)N1C[C@@H](O[C@@H](C1)C)C)F)N1C[C@@H](N([C@@H](C1)C)C)C)F